1-docosanoyl-2-(11Z-eicosenoyl)-glycero-3-phosphoserine CCCCCCCCCCCCCCCCCCCCCC(=O)OC[C@H](COP(=O)(O)OC[C@@H](C(=O)O)N)OC(=O)CCCCCCCCC/C=C\CCCCCCCC